C(C)OC(C1=C(C=CC=C1)C(CC(=O)OCC)=O)=O (3-ethoxy-3-oxopropionyl)benzoic acid ethyl ester